4,6,7-trimethyl-1,3-dihydro-2H-indene-2,2-dicarboxylic acid dimethyl ester COC(=O)C1(CC2=C(C(=CC(=C2C1)C)C)C)C(=O)OC